ethyl 1-[(1S)-1-phenylethyl]-1H-imidazole-4-carboxylate C1(=CC=CC=C1)[C@H](C)N1C=NC(=C1)C(=O)OCC